COC1=CC=C(C=C1)C(=C1C=CC=C1)C1=CC=C(C=C1)OC 6,6-bis(4-methoxyphenyl)fulvene